C(C)(C)(C)OC(=O)C1CCN(CC1)C1CCN(CC1)C1=CC2=C(NC(N2C)=O)C=C1.FC1=CC=C(C=NS(=O)(=O)C2COCCC2)C=C1 N-(4-fluorobenzylidene)tetrahydro-2H-pyran-3-sulfonamide tert-butyl-1'-(3-methyl-2-oxo-2,3-dihydro-1H-benzo[d]imidazol-5-yl)-[1,4'-bipiperidine]-4-carboxylate